C(CCCCCCCCCCCCCCC(C)C)(=O)OCC(OC(CCCCCCCCCCCCCCC(C)C)=O)COC(CCCCCCCCCCCCCCC(C)C)=O glycerol tri-isostearate